C(C)OC(=O)C1=C(N=C(S1)NC1=NC(=CC(=N1)N1CCC(CC1)O)C=1C(=NOC1C)C)C 2-[[4-[4-hydroxypiperidinyl]-6-(3,5-dimethyl-4-isoxazolyl)-2-pyrimidinyl]amino]-4-methyl-5-thiazolecarboxylic acid ethyl ester